C(C1=CC=CC=C1)N1CC(CCC1)C1=CC=NC=2N1N=C(C2)C=2C=CC(=NC2)N 5-(7-(1-Benzylpiperidin-3-yl)pyrazolo[1,5-a]pyrimidin-2-yl)pyridin-2-amine